CS(=O)(=O)OCC=1N=NC=C(C1)C1C(NC(CC1)=O)=O (5-(2,6-dioxopiperidin-3-yl)pyridazin-3-yl)methyl methanesulfonate